COC1=C(/C=C/C(C2=CC(=C(C=C2)OC)C(=O)O)(NC)S(=O)(=O)C(C2=CC(=C(C=C2)OC)C(=O)O)(\C=C\C2=C(C=C(C=C2OC)OC)OC)NC)C(=CC(=C1)OC)OC.[Na] sodium (E)-2,4,6-trimethoxystyryl-3-carboxy-methylamino-4-methoxybenzyl sulfone